N1N=CC(=C1)C=1SC=C(N1)C(=O)NC1=CC=C(C=C1)C(F)(F)F 2-(1H-pyrazol-4-yl)-N-(4-(trifluoromethyl)phenyl)thiazole-4-carboxamide